3-(naphthalen-2-yl)-N-(4-(naphthalen-2-yl)phenyl)aniline C1=C(C=CC2=CC=CC=C12)C=1C=C(NC2=CC=C(C=C2)C2=CC3=CC=CC=C3C=C2)C=CC1